(Rac)-1-methyl-7-(oxetan-3-yl)-2-oxo-4-[4-phenylazepan-1-yl]-1,2-dihydro-quinoline-3-carbonitrile CN1C(C(=C(C2=CC=C(C=C12)C1COC1)N1CC[C@@H](CCC1)C1=CC=CC=C1)C#N)=O |r|